ClC1=C(N=C(N=N1)N[C@@H]1CCCNC1)C (3S,5R)-5-[(6-chloro-5-methyl-1,2,4-triazin-3-yl)amino]piperidin